CNC(=O)N1CC2=CC=CC=C2C1 N-methylisoindoline-2-carboxamide